CN(CCC[Si](OC)(OC)C)C N,N-dimethyl-3-aminopropyl-methyl-dimethoxysilane